C(C)(C)(C)OC(=O)NC(COC1CN(C1)C(=O)OCC1=CC=CC=C1)C(=O)OC benzyl 3-[2-(tert-butoxycarbonylamino)-3-methoxy-3-oxo-propoxy]azetidine-1-carboxylate